FC(OC1=CC(=C(C=C1)NC(=O)NC(C(=O)O)(CC)CC)F)F 2-({[4-(difluoromethoxy)-2-fluorophenyl]carbamoyl}amino)-2-ethylbutanoic acid